NC1=C(C=C(C(=O)OC)C=C1)NCC1=NN=CN1CCC methyl 4-amino-3-(((4-propyl-4H-1,2,4-triazol-3-yl)methyl)amino)benzoate